methyl 4-((1-((tert-butoxycarbonyl)(methyl)amino)cyclopropyl)methoxy)benzoate C(C)(C)(C)OC(=O)N(C1(CC1)COC1=CC=C(C(=O)OC)C=C1)C